C(C)C1=CC2=C(CCOC23CC(N(CC3)CC=3C=NN(C3)C)(C)C)S1 2-ethyl-2',2'-dimethyl-1'-[(1-methylpyrazol-4-yl)methyl]spiro[6,7-dihydrothieno[3,2-c]pyran-4,4'-piperidine]